5-chloro-4-[1-(2,4-dimethylthiazole-5-carbonyl)-4-piperidinyl]-2-(4-pyridinyl)-1H-pyrimidin-6-one ClC1=C(N=C(NC1=O)C1=CC=NC=C1)C1CCN(CC1)C(=O)C1=C(N=C(S1)C)C